CC1=C(C(=O)O)C=CC(=N1)C(F)(F)F methyl-6-(trifluoromethyl)nicotinic acid